FC(C=1C=C(C=C(C1)C(F)(F)F)B(Cl)C1=CC(=CC(=C1)C(F)(F)F)C(F)(F)F)(F)F Bis(3,5-bis(trifluoromethyl)phenyl)chloroborane